{2-[3-(benzyloxy)-2-(1,3-dioxolan-2-yl)phenyl]ethynyl}trimethylsilane C(C1=CC=CC=C1)OC=1C(=C(C=CC1)C#C[Si](C)(C)C)C1OCCO1